COC1=C(C=CC(=C1)COC(C(C)C)CC)O 2-methoxy-4-(((2-methylpentan-3-yl)oxy)methyl)phenol